CC1=CC=CC(=N1)C=1N=C2N(CCN2)C1C1=CC=CC2=C1N=NS2 4-(6-(6-Methylpyridin-2-yl)-2,3-dihydro-1H-imidazo[1,2-a]imidazol-5-yl)benzo[d][1,2,3]thiadiazole